C1(CC1)CN1N=CC=C1C(=O)N[C@H](C(NC1=CC2=C(C=N1)C1(CCOCC1)C(N2)=O)=O)C2CCC(CC2)C 2-(Cyclopropylmethyl)-N-{(1S)-1-(4-methylcyclohexyl)-2-oxo-2-[(2-oxospiro[1H-pyrrolo[3,2-c]pyridine-3,4'-oxane]-6-yl)-amino]ethyl}pyrazole-3-carboxamide